2-(3-chlorophenyl)-2-methyl-1-(naphthalen-2-yl)propyl((S)-3-cyclohexyl-1-(((S)-1-hydroxy-3-((S)-2-oxopyrrolidin-3-yl)propan-2-yl)amino)-1-oxopropan-2-yl)carbamate ClC=1C=C(C=CC1)C(C(C1=CC2=CC=CC=C2C=C1)N(C([O-])=O)[C@H](C(=O)N[C@H](CO)C[C@H]1C(NCC1)=O)CC1CCCCC1)(C)C